3,5-Diisobutyl-4-hydroxy-1-n-propyl-pyrazole C(C(C)C)C1=NN(C(=C1O)CC(C)C)CCC